2-(3-ethylsulfonylpyrazolo[1,5-a]pyridin-2-yl)-3-methyl-6-(trifluoromethyl)imidazo[4,5-c]pyridine C(C)S(=O)(=O)C=1C(=NN2C1C=CC=C2)C2=NC1=C(C=NC(=C1)C(F)(F)F)N2C